ClC=1N=C(N2N=C(N=CC21)N[C@H]2[C@@H](CN(CC2)S(=O)(=O)C)O)CC(C)C (3R,4R)-4-{[5-chloro-7-(2-methylpropyl)imidazo[4,3-f][1,2,4]triazin-2-yl]amino}-1-methanesulfonylpiperidin-3-ol